6-propyl-N-(3,4,5-trimethoxyphenyl)-7,8-dihydro-5H-pyrido[4,3-d]pyrimidin-2-amine C(CC)N1CC2=C(N=C(N=C2)NC2=CC(=C(C(=C2)OC)OC)OC)CC1